[2-[4-[5-methyl-1-[4-(trifluoromethoxy)phenyl]pyrazol-3-yl]-1-piperidyl]ethyl]morpholine CC1=CC(=NN1C1=CC=C(C=C1)OC(F)(F)F)C1CCN(CC1)CCN1CCOCC1